2,5-dichloro-3-acetylthiophene ClC=1SC(=CC1C(C)=O)Cl